3-(1-methyl-1H-pyrazol-4-yl)-N-(4-morpholino-6-(3-(m-tolyl)-1H-pyrazol-1-yl)pyrimidin-2-yl)propenamide CN1N=CC(=C1)C=CC(=O)NC1=NC(=CC(=N1)N1CCOCC1)N1N=C(C=C1)C=1C=C(C=CC1)C